2-thia-3,7-diazaspiro[4.5]decane-7-carboxylate C1SNCC12CN(CCC2)C(=O)[O-]